tert-butyl (1R,5S)-1-[2-[6-amino-4-(3-chloro-2-fluoro-anilino)quinazolin-7-yl]ethynyl]-3-azabicyclo[3.1.0]-hexane-3-carboxylate NC=1C=C2C(=NC=NC2=CC1C#C[C@@]12CN(C[C@H]2C1)C(=O)OC(C)(C)C)NC1=C(C(=CC=C1)Cl)F